FC1=CC(=C(C=C1)C=1C2=C(C(=NC1C1=NN3C(CN(CC3)C(=O)OC(C)(C)C)=N1)OS(=O)(=O)C(F)(F)F)C=CS2)OCCOC tert-butyl 2-[7-[4-fluoro-2-(2-methoxyethoxy) phenyl]-4-(trifluoromethylsulfonyloxy) thieno[3,2-c]pyridin-6-yl]-6,8-dihydro-5H-[1,2,4]triazolo[1,5-a]pyrazine-7-carboxylate